2-benzylidenehydrazine-1-thiocarboxamide C(C1=CC=CC=C1)=NNC(N)=S